NC1=C2C(=NC=N1)N(N=C2C#CC2=CC1=CN(N=C1C=C2)C)[C@H]2C[C@@H](N(C2)C(C=C)=O)COC 1-[(2R,4S)-4-[4-amino-3-[2-(2-methylindazol-5-yl)ethynyl]pyrazolo[3,4-d]pyrimidin-1-yl]-2-(methoxymethyl)pyrrolidin-1-yl]prop-2-en-1-one